ClC1=NC2=NC=CN=C2C(=N1)NC1=CC(=C(C=C1)C)Cl 2-chloro-N-(3-chloro-4-methyl-phenyl)pteridin-4-amine